N-[4-[(6,7-Dimethoxy-1,5-naphthyridin-4-yl)oxy]phenyl]-7-(5-methylthiophen-2-yl)-8-oxo-3,4-dihydro-1H-pyrido[2,1-c][1,4]oxazine-9-carboxamide COC=1N=C2C(=CC=NC2=CC1OC)OC1=CC=C(C=C1)NC(=O)C=1C(C(=CN2C1COCC2)C=2SC(=CC2)C)=O